C1(CC1)CN1C(=CC2=CC=CC=C12)C1=C(C2=C(S1)C=C(C=C2CO)C(=O)N2C[C@@H](CCC2)NC(OC(C)(C)C)=O)C tert-Butyl (R)-(1-(2-(1-(cyclopropylmethyl)-1H-indol-2-yl)-4-(hydroxymethyl)-3-methylbenzo[b]thiophene-6-carbonyl)piperidin-3-yl)carbamate